6-bromo-7-fluoro-2-methylquinazolin-4(3H)-one BrC=1C=C2C(NC(=NC2=CC1F)C)=O